C(C)(C)(C)OC(=O)N1CC(C1)=NN1[C@H](CCC1)COC.CN1CCN(CC1)C=1C=C(C(=O)N)C=CC1 3-(4-methylpiperazin-1-yl)benzamide tert-butyl-(R)-3-((2-(methoxymethyl)pyrrolidin-1-yl)imino)azetidine-1-carboxylate